(4S)-N-((R)-cyclopropyl(2-fluoro-4-(trifluoromethyl)phenyl)methyl)-3-(3-(methylsulfonyl)benzoyl)-1,3-thiazolidine-4-carboxamide C1(CC1)[C@@H](NC(=O)[C@@H]1N(CSC1)C(C1=CC(=CC=C1)S(=O)(=O)C)=O)C1=C(C=C(C=C1)C(F)(F)F)F